pentadecylidenebis(triethylammonium) C(CCCCCCCCCCCCCC)([N+](CC)(CC)CC)[N+](CC)(CC)CC